3-[4-(1,2-oxazol-4-ylmethyl)phenyl]-5-(trifluoromethyl)-4,5-dihydro-1,2-oxazol-5-ol O1N=CC(=C1)CC1=CC=C(C=C1)C1=NOC(C1)(O)C(F)(F)F